C(#N)C=1C(=NC(=CC1C(F)(F)F)C)N1[C@H](SCC1)C(=O)N(C=1C=C(C=CC1)C)C(C)C (R)-3-(3-cyano-6-methyl-4-(trifluoromethyl)pyridin-2-yl)-N-isopropyl-N-(m-tolyl)thiazolidine-2-carboxamide